3-(5-oxo-1-phenyl-2-sulfanylideneimidazolidin-4-yl)-N-[(1s,4s)-4-{[6-chloro-2-(trifluoromethyl)quinolin-4-yl]amino}cyclohexyl]propanamide O=C1C(NC(N1C1=CC=CC=C1)=S)CCC(=O)NC1CCC(CC1)NC1=CC(=NC2=CC=C(C=C12)Cl)C(F)(F)F